6-fluoro-5-(4-((1S,4S)-5-methyl-2,5-diazabicyclo[2.2.1]heptan-2-yl)phenyl)pyridin-2-amine FC1=C(C=CC(=N1)N)C1=CC=C(C=C1)N1[C@@H]2CN([C@H](C1)C2)C